NC1=C(C(=O)[O-])C=CC(=C1)C(=O)[O-] aminoterephthalate